FC=1C=C(C=CC1OC1=CC=NC2=CC(=C(C=C12)OC)OCCCN1CCN(CC1)C)NC(=O)[C@]1([C@H](C1)C)C(=O)NC1=CC=C(C=C1)F (1R,2S)-N-{3-fluoro-4-[(6-(methyloxy)-7-{[3-(4-methylpiperazin-1-yl)propyl]oxy}quinolin-4-yl)oxy]phenyl}-N'-(4-fluorophenyl)-2-methylcyclopropane-1,1-dicarboxamide